FC1=C(C(=NN1C)C)C(=O)NC1=C(C=CC=C1)C(C)CC(C)C 5-fluoro-1,3-dimethyl-N-[2-(4-methylpent-2-yl)phenyl]-1H-pyrazole-4-Formamide